N-((2S,3S)-4,4-difluoro-3-hydroxy-1-(hydroxyamino)-3-methyl-1-oxobutan-2-yl)-4-((4-(hydroxy-methyl)cyclohexyl)buta-1,3-diyn-1-yl)benzamide FC([C@@]([C@@H](C(=O)NO)NC(C1=CC=C(C=C1)C#CC#CC1CCC(CC1)CO)=O)(C)O)F